COC1=C(C=C(C(=C1)\C=C\[N+](=O)[O-])OC)SC (E)-(2,5-dimethoxy-4-(2-nitrovinyl)phenyl)(methyl)sulfane